4-(2-methoxy-2-oxo-ethyl)-3-phenyl-piperazine-1-carboxylic acid tert-butyl ester C(C)(C)(C)OC(=O)N1CC(N(CC1)CC(=O)OC)C1=CC=CC=C1